OC[C@H](C1=CC=CC=C1)NC1=NC(=NC=C1C1=NC(=NO1)C1=NC=CC=C1)NC1=CC=C2C(=N1)C(N(C2=O)C)(C)C (S)-2-((4-((2-hydroxy-1-phenylethyl)amino)-5-(3-(pyridin-2-yl)-1,2,4-oxadiazol-5-yl)pyrimidin-2-yl)amino)-6,7,7-trimethyl-6,7-dihydro-5H-pyrrolo[3,4-b]pyridin-5-one